C(#N)C1=CC=C(OC2=CC(=NC=C2)C(=O)N[C@@H]2C(N(C3=C(OC2)C=C(C=C3)C#CC(C)(C)O)C)=O)C=C1 (S)-4-(4-Cyanophenoxy)-N-(8-(3-hydroxy-3-methylbut-1-yn-1-yl)-5-methyl-4-oxo-2,3,4,5-tetrahydrobenzo[b][1,4]oxazepin-3-yl)picolinamid